p-methoxyperbenzoic acid C1=CC(=CC=C1CCl)C(F)(F)F